CN(C)CCCC(C(=O)N)=C 3-(N,N-dimethylamino)propyl-acrylamide